ClC=1C=NN(C(C1Cl)=O)CC(=O)NC1=CC(=C(C=C1)C)SC(CC)CC 2-(4,5-dichloro-6-oxopyridazin-1(6H)-yl)-N-(4-methyl-3-(pentan-3-ylthio)phenyl)acetamide